6-(2-((4-methoxybenzyl)oxy)ethyl)pentadecan-1-ol COC1=CC=C(COCCC(CCCCCO)CCCCCCCCC)C=C1